Cl.ClC1=NC=NC2=CC(=C(C=C12)OC1CCNCC1)OC1CC1 4-chloro-7-cyclopropoxy-6-(piperidin-4-yloxy)quinazoline hydrochloride